[Na].C1CCC2=C(C=3CCCC3C=C12)NC(=O)NS(N(C=1C=NN(C1)C)CC(C)(C)O)(=O)=O 1-(1,2,3,5,6,7-Hexahydro-s-indacen-4-yl)-3-[(2-hydroxy-2-methylpropyl)(1-methyl-1H-pyrazol-4-yl)sulfamoyl]urea sodium salt